2-(3-ethylsulfonyl-5-vinyl-2-pyridinyl)-6-(trifluoromethyl)pyrazolo[4,3-c]Pyridine C(C)S(=O)(=O)C=1C(=NC=C(C1)C=C)N1N=C2C(C=NC(=C2)C(F)(F)F)=C1